N1(C=NC=CC1)C(=O)[O-] pyrimidine-1(6H)-carboxylate